C(C1=CC=CC=C1)C1=C2N(C=C(N1)C1=C(C=CC=C1)F)C(C(=N2)CC=2OC(=CC2)C)=O 8-Benzyl-6-(2-fluorophenyl)-2-((5-methylfuran-2-yl)methyl)imidazo[1,2-a]pyrazin-3(7H)-one